3-propyl-1-(quinolin-2-yl)-1H-benzo[d]imidazole C(CC)N1CN(C2=C1C=CC=C2)C2=NC1=CC=CC=C1C=C2